C(C1=CC=CC=C1)OC(=O)N[C@@H](C(C1CC1)C1CC1)C=1N=C2N(N=CC(=N2)C2N(CCC(C2)(C(F)(F)F)O)C(=O)OC(C)(C)C)C1 tert-Butyl 2-{6-[(1S)-1-(benzyloxycarbonylamino)-2,2-dicyclopropylethyl]imidazo[1,2-b][1,2,4]triazin-3-yl}-4-hydroxy-4-(trifluoromethyl)piperidine-1-carboxylate